2-Methyl-2-propanesulfinamide CC(C)(C)S(=O)N